FC1=C(C(=CC=C1)F)N1C(C2=CC=CC=C2C(=N1)C1=CC(=CC=C1)S(=O)(=O)CC)=O 2-(2,6-Difluorophenyl)-4-(3-(ethyl-sulfonyl)phenyl)phthalazin-1(2H)-one